C(C)(=O)C=1C=C(C(N(N1)C1=C(C=CC=C1)OCC(F)(F)F)=O)C(=O)O 6-acetyl-3-oxo-2-[2-(2,2,2-trifluoroethoxy)phenyl]-2,3-dihydropyridazine-4-carboxylic Acid